C(C)(=O)CC(C)=O.[In] indium acetylacetone salt